OC1=C(C=CC=C1C)C(CCCCCCCCCCCCCCCC)C1=C(C(=CC=C1)C)O 1,1-bis(2-hydroxy-3-methylphenyl)heptadecane